N[C@H](C(=O)NC[C@H]1[C@](C[C@@H](CC1)CCB(O)O)(C(=O)O)NCC)C (1R,2S,5R)-2-(((S)-2-aminopropanamido)methyl)-5-(2-boronoethyl)-1-(ethylamino)cyclohexane-1-carboxylic acid